5-(2-methylbutanoyl)-3-(1-isopropyl-1,2,3,6-tetrahydropyridin-4-yl)-2-methyl-1H-indole fumarate C(\C=C\C(=O)O)(=O)O.CC(C(=O)C=1C=C2C(=C(NC2=CC1)C)C=1CCN(CC1)C(C)C)CC